C1(CC1)[C@H](CNC(=O)C1=NOC(N1)=O)CC1=CC(=C(C=C1)F)F (R)-N-(2-cyclopropyl-3-(3,4-difluorophenyl)propyl)-5-oxo-4,5-dihydro-1,2,4-oxadiazole-3-carboxamide